iodide Hydrochloride Cl.[I-]